P(=O)(O)(O)OC[C@@H]1[C@H]([C@H]([C@@H](O1)N1C=NC=2C(=O)NC(N)=NC12)O)OC 3'-O-Methylguanosine-5'-phosphate